CC(CC(C=1N=NNN1)NC=1N=CC2=CC=CC=C2C1)C [3-methyl-1-(2H-tetraazol-5-yl)butyl]-3-isoquinolylamine